(S)-2-((4-bromopyridin-2-yl)amino)-4-((2-(2,2-difluoroethoxy)ethyl)(4-(5,6,7,8-tetrahydro-1,8-naphthyridin-2-yl)butyl)amino)butanoic acid BrC1=CC(=NC=C1)N[C@H](C(=O)O)CCN(CCCCC1=NC=2NCCCC2C=C1)CCOCC(F)F